CC1(CN(C1)CC(=O)NC=1C=C(C(=NC1)C)NC(=O)C=1C=C2C(=NC1)NC(=C2F)C=2C=NN(C2)C)C N-(5-(2-(3,3-dimethylazetidin-1-yl)acetamido)-2-methylpyridin-3-yl)-3-fluoro-2-(1-methyl-1H-pyrazol-4-yl)-1H-pyrrolo[2,3-b]pyridine-5-carboxamide